1-(6-(4-(1,6-dimethyl-1H-indazol-7-yl)-3-methyl-7-((3R)-1-methyl-3-piperidinyl)-5,6,7,8-tetrahydro-1,7-naphthyridin-2-yl)-2,6-diazaspiro[3.4]octan-2-yl)-2-propen-1-one CN1N=CC2=CC=C(C(=C12)C1=C(C(=NC=2CN(CCC12)[C@H]1CN(CCC1)C)N1CC2(CN(C2)C(C=C)=O)CC1)C)C